C(C)(C)(C)OC(=O)N(C)CC1=CC=C(C=N1)C=1CCN(CC1)C(=O)OC methyl 6-(((tert-butoxycarbonyl)(methyl)amino)methyl)-3',6'-dihydro-[3,4'-bipyridine]-1'(2'H)-carboxylate